Carbazol-Amin C1(=CC=CC=2C3=CC=CC=C3NC12)N